(3-(3,5-dichloro-4-(piperazin-1-yl)phenyl)-2-methyl-3H-imidazo[4,5-b]pyridin-5-yl)pyridin-2-amine ClC=1C=C(C=C(C1N1CCNCC1)Cl)N1C(=NC=2C1=NC(=CC2)C=2C(=NC=CC2)N)C